1-ETHYLCYCLOPENTANE-1-CARBOXYLIC ACID C(C)C1(CCCC1)C(=O)O